C(C)(C)(C)N1N=C(C=2C1=NC=NC2N)C=2NC1=CC(=CC=C1C2Cl)CNC 1-tert-Butyl-3-{3-chloro-6-[(methylamino)methyl]-1H-indol-2-yl}-1H-pyrazolo[3,4-d]pyrimidin-4-amine